FC(C1(N=NC=CC=C1)C1=CC=C(C=C1)CCC(=O)O)(F)F 3-(4-(3-(trifluoromethyl)-3H-diazepin-3-yl)phenyl)propionic acid